4-[(3-methyloxabutan-3-yl)amino]benzaldehyde CC(CO)(C)NC1=CC=C(C=O)C=C1